(2E)-3-[4-[(1S,4S,5R)-5-[[4-cyclopropyl-1-(2,6-difluorophenyl)-1H-pyrazol-5-yl]methoxy]-2-azabicyclo[2.2.1]heptan-2-yl]-3-fluorophenyl]prop-2-enoic acid C1(CC1)C=1C=NN(C1CO[C@H]1[C@@H]2CN([C@H](C1)C2)C2=C(C=C(C=C2)/C=C/C(=O)O)F)C2=C(C=CC=C2F)F